Cyclohepta-[1,2-b]Pyridin N1C=2C(=CC=C1)C=CC=CC2